Benzyl (2S,5R)-5-{[5-(2-chloro-5-cyanophenyl)-1-trityl-1H-indazol-3-yl]carbamoyl}-2-(trifluoromethyl)-piperidine-1-carboxylate ClC1=C(C=C(C=C1)C#N)C=1C=C2C(=NN(C2=CC1)C(C1=CC=CC=C1)(C1=CC=CC=C1)C1=CC=CC=C1)NC(=O)[C@@H]1CC[C@H](N(C1)C(=O)OCC1=CC=CC=C1)C(F)(F)F